(3R,4R)-3-hydroxy-1-methylpiperidine O[C@H]1CN(CCC1)C